C(C)(C)(C)OC(=O)N1CCN(CC1)C1=CC=C(C=C1)C1=C2C=CC=NC2=CC(=C1)Cl 4-(4-(7-Chloroquinolin-5-yl)phenyl)piperazine-1-carboxylic acid tert-butyl ester